amino-benzoic acid sodium salt [Na+].NC1=C(C(=O)[O-])C=CC=C1